6-(3-hydroxy-4-methoxyfurfurylamino)-9-β-D-arabinofuranosylpurine OC1=C(CNC2=C3N=CN(C3=NC=N2)[C@H]2[C@@H](O)[C@H](O)[C@H](O2)CO)OC=C1OC